(R)-1-(2-chlorophenyl)ethyl (1-(4'-(1-(cyanocarbamoyl)cyclopropyl)-2'-fluoro-[1,1'-biphenyl]-4-yl)-4-fluoro-1H-pyrazol-5-yl)carbamate C(#N)NC(=O)C1(CC1)C1=CC(=C(C=C1)C1=CC=C(C=C1)N1N=CC(=C1NC(O[C@H](C)C1=C(C=CC=C1)Cl)=O)F)F